2-[(2S)-4-[7-(8-fluoro-1-naphthyl)-2-[[(2S)-1-methylpyrrolidin-2-yl]methoxy]-6,8-dihydro-5H-pyrido[3,4-d]pyrimidin-4-yl]piperazin-2-yl]acetonitrile FC=1C=CC=C2C=CC=C(C12)N1CC=2N=C(N=C(C2CC1)N1C[C@@H](NCC1)CC#N)OC[C@H]1N(CCC1)C